ClC1=CC=2N(C3=CC=CC=C3C2C(=C1)Cl)C1=CC=CC=C1 2,4-dichloro-9-phenyl-9H-carbazole